isopropyl-3-phenyl-4H-1,2,4-triazole C(C)(C)N1C(=NN=C1)C1=CC=CC=C1